tert-Butyl 4-((2R,3R)-1-(6-chloro-2-(trifluoromethyl)pyrimidin-4-yl)-2-methylazetidin-3-yl)piperazine-1-carboxylate ClC1=CC(=NC(=N1)C(F)(F)F)N1[C@@H]([C@@H](C1)N1CCN(CC1)C(=O)OC(C)(C)C)C